N-(6-((dimethylamino)methyl)-5-(1-(tetrahydro-2H-pyran-4-yl)ethyl)pyridin-2-yl)cyclopropanecarboxamide CN(C)CC1=C(C=CC(=N1)NC(=O)C1CC1)C(C)C1CCOCC1